(2S)-2-amino-2-methyl-butanoic acid hexyl ester hydrochloride Cl.C(CCCCC)OC([C@@](CC)(C)N)=O